[Mg].[Al].[Ca] calcium-aluminum-magnesium salt